ethyl 3-(bromomethyl)-4-cyanobenzo[b]thiophene-2-carboxylate BrCC=1C2=C(SC1C(=O)OCC)C=CC=C2C#N